5-(3-ethyl-2-methyl-3H-imidazo[4,5-b]pyridin-5-yl)-N-(2-methyl-2-azaspiro[3.3]heptane-6-yl)pyrrolo[2,1-f][1,2,4]triazin-2-amine C(C)N1C(=NC=2C1=NC(=CC2)C=2C=CN1N=C(N=CC12)NC1CC2(CN(C2)C)C1)C